FC(C1CN(CCO1)C(=O)N)(F)F 2-(trifluoromethyl)morpholine-4-carboxamide